C(C)OC(C(C)=N)=O iminopropionic acid ethyl ester